2,2-diisobutylpropane-1,3-diylbis(pyrrolidine-1-carboxylate) C(C(C)C)C(CC1N(CCC1)C(=O)[O-])(CC1N(CCC1)C(=O)[O-])CC(C)C